C(=O)O.C(C)N(C(C1=C(C=CC(=C1)F)OC1=C(N=CN=N1)N1CC2(CN(C2)[C@@H](C(C)C)CCCNC[C@H](COC)O)CC1)=O)C(C)C N-ethyl-5-fluoro-2-((5-(2-((R)-6-(((R)-2-hydroxy-3-methoxypropyl)amino)-2-methylhexan-3-yl)-2,6-diazaspiro[3.4]octan-6-yl)-1,2,4-triazin-6-yl)oxy)-N-isopropylbenzamide formate